(R)-1-(6-{(S)-2-Amino-2-[2-(benzo[d]isoxazol-3-yl)phenyl]ethyl}pyridine-2-yl)pyrrolidin-3-ol hydrochloride Cl.N[C@@H](CC1=CC=CC(=N1)N1C[C@@H](CC1)O)C1=C(C=CC=C1)C1=NOC2=C1C=CC=C2